BrC=1C(=NSC1)CC#N 2-(4-bromoisothiazol-3-yl)acetonitrile